COC1=CC=C(C=N1)C=1C=C(C=CC1)[C@H](CC(=O)[O-])NC(=O)NC=1C(N(C=CC1[O-])C)=O.[Na+].[Na+] Natrium (S)-3-(3-(6-Methoxypyridin-3-yl)phenyl)-3-(3-(1-methyl-4-oxido-2-oxo-1,2-dihydropyridin-3-yl)ureido)propanoat